Cl.N[C@H](C(=O)NC(C(=O)OC)CC1CCCC2=C1N=CS2)CC2CC2 methyl 2-((S)-2-amino-3-cyclopropylpropanamido)-3-(4,5,6,7-tetrahydrobenzo[d]thiazol-4-yl)propanoate hydrochloride